tert-butyl 4-(2-ethyl-3-fluorophenoxy)-5h,6h,7h,8h-pyrido[3,4-d]pyrimidine-7-carboxylate C(C)C1=C(OC=2C3=C(N=CN2)CN(CC3)C(=O)OC(C)(C)C)C=CC=C1F